C1(CC1)C1=NC2=CC=C(C(=C2NC1=O)F)CN1C[C@@H](N(CC1)C=1C=CC(=NC1F)C(=O)NC([2H])([2H])[2H])C (S)-5-(4-((2-cyclopropyl-5-fluoro-3-oxo-4H-quinoxalin-6-yl)methyl)-2-methylpiperazine-1-yl)-6-fluoro-N-(methyl-d3)pyridine-2-carboxamide